CN1C=[N+](C=C1)C1=C(C=CC=C1C(C)C)C(C)C 1-methyl-3-(2,6-diisopropylphenyl)imidazolium